niobium-manganese-lead [Pb].[Mn].[Nb]